5-(1-bromoethyl)-1-[4-(trifluoromethoxy)phenyl]-1,2,4-triazole BrC(C)C1=NC=NN1C1=CC=C(C=C1)OC(F)(F)F